1-{2-[(tert-butoxycarbonyl)(quinolin-3-yl)amino]-6-fluorophenyl}-1H-pyrazole-5-carboxylic acid C(C)(C)(C)OC(=O)N(C1=C(C(=CC=C1)F)N1N=CC=C1C(=O)O)C=1C=NC2=CC=CC=C2C1